nonandialdehyde C(CCCCCCCC=O)=O